(S)-4-(benzyloxy)-2-((tert-butoxycarbonyl)amino)-4-oxo-butyric acid C(C1=CC=CC=C1)OC(C[C@@H](C(=O)O)NC(=O)OC(C)(C)C)=O